NC=1C=C(C(=O)OC)C=C(C1Cl)F methyl 3-amino-4-chloro-5-fluorobenzoate